C(C)(C)(C)OC(=O)NC1CCC(CC1)(O)CN1CCN(CC1)C(=O)OCC1=CC=CC=C1 1-Benzyl 4-[[4-(tert-butoxycarbonylamino)-1-hydroxy-cyclohexyl]methyl]piperazine-1-carboxylate